methyl 4-(((trifluoromethyl) sulfonyl) oxy)-2-naphthoate FC(S(=O)(=O)OC1=CC(=CC2=CC=CC=C12)C(=O)OC)(F)F